O=C(CNC(C=C)=O)N1CC2=CC=CC(=C2CC1)OC1=CC=C(C=C1)C(F)(F)F N-(2-oxo-2-(5-(4-(trifluoromethyl)phenoxy)-3,4-dihydroisoquinolin-2(1H)-yl)ethyl)acryl-amide